O=C1N(C(C2=CC=CC=C12)=O)N(C(OC(C)(C)C)=O)CC1=CC=C(C=C1)OC tert-butyl (1,3-dioxoisoindolin-2-yl)(4-methoxybenzyl)carbamate